ClC=1C=C(C=C(C1)NS(=O)(=O)C)NC(=O)C=1SC(=C(C1)C1=NC=C(C=C1F)C(C)(C1CN(C1)C)O)C N-(3-chloro-5-(methylsulfonamido)phenyl)-4-(3-fluoro-5-(1-hydroxy-1-(1-methylazetidin-3-yl)ethyl)pyridin-2-yl)-5-methylthiophene-2-carboxamide